3-(6-(cyclopropanecarboxamido)-1-(methylamino)-2,7-naphthyridin-4-yl)cyclohex-3-ene-1-carboxylic acid C1(CC1)C(=O)NC=1C=C2C(=CN=C(C2=CN1)NC)C=1CC(CCC1)C(=O)O